5'-chlorospiro[cyclopropane-1,3'-pyrrolo[3,2-b]pyridin]-2'(1'H)-one ClC1=CC=C2C(=N1)C1(C(N2)=O)CC1